COC(=O)C1=NC(=NC(=C1OC)C1=NN(C=C1)C1=CC=CC=C1)N1CCOCC1 5-methoxy-2-morpholino-6-(1-phenyl-1H-pyrazol-3-yl)pyrimidine-4-carboxylic acid methyl ester